N-(3-((5-(2,6-dichloro-4-(6-(difluoromethyl)-3,5-dioxo-4,5-dihydro-1,2,4-triazin-2(3H)-yl)phenoxy)-2-hydroxyphenyl)sulfonamido)bicyclo[1.1.1]pentan-1-yl)cyclopropanecarboxamide ClC1=C(OC=2C=CC(=C(C2)S(=O)(=O)NC23CC(C2)(C3)NC(=O)C3CC3)O)C(=CC(=C1)N1N=C(C(NC1=O)=O)C(F)F)Cl